2-((3-fluorophenyl)amino)ethan-1-ol FC=1C=C(C=CC1)NCCO